(Z)-3-((1H-indol-2-yl)methylene)-6-chloro-5-(8-methyl-2,3-dihydro-1H-pyrido[2,3-b][1,4]oxazin-7-yl)indolin-2-one N1C(=CC2=CC=CC=C12)\C=C\1/C(NC2=CC(=C(C=C12)C1=C(C2=C(OCCN2)N=C1)C)Cl)=O